FC(C1=NN2C(N=C(C=C2NC[C@H](C2=CC=C(C=C2)F)N2C[C@H](CC2)CO)C(F)(F)F)=C1)(F)F ((S)-1-((S)-2-((2,5-bis(trifluoromethyl)pyrazolo[1,5-a]pyrimidin-7-yl)amino)-1-(4-fluorophenyl)ethyl)pyrrolidin-3-yl)methanol